FC1=CC=C(C=C1)N(C(=O)[C@H]1N(C(OC1)=O)C1=NC(=CC(=C1)C(F)(F)F)C)CC#CC=1N=NC(=C(C1)NC(C(=C)C)=O)OC (S)-N-(4-fluorophenyl)-N-(3-(5-methacrylamido-6-methoxypyridazin-3-yl)prop-2-yn-1-yl)-3-(6-methyl-4-(trifluoromethyl)pyridin-2-yl)-2-oxooxazolidine-4-carboxamide